3-(1-oxo-5-prop-2-ynoxy-isoindolin-2-yl)piperidine-2,6-dione O=C1N(CC2=CC(=CC=C12)OCC#C)C1C(NC(CC1)=O)=O